(S)-1-(1-(3-chlorophenyl)-2-hydroxyethyl)-4-(3-(1-methyl-1H-pyrazol-5-yl)-1H-indazol-5-yl)pyridin-2(1H)-one ClC=1C=C(C=CC1)[C@@H](CO)N1C(C=C(C=C1)C=1C=C2C(=NNC2=CC1)C1=CC=NN1C)=O